1-isobutyl-3-(3,4,5-trifluorophenyl)urea C(C(C)C)NC(=O)NC1=CC(=C(C(=C1)F)F)F